CC1(OC2=C(C=C1)C=CC(=C2)O)C 2,2-dimethyl-2H-benzopyran-7-ol